2-(3-(1-(tert-Butoxycarbonyl)piperidine-4-carbonyl)-2-methyl-1H-pyrrolo[2,3-c]pyridin-1-yl)-5-fluorobenzoic acid C(C)(C)(C)OC(=O)N1CCC(CC1)C(=O)C1=C(N(C2=CN=CC=C21)C2=C(C(=O)O)C=C(C=C2)F)C